O[C@H](CCCCCCCCCCCCCCCCCCCCCCCCC)[C@H]1N(C(OC1)(C)C)C(=O)[O-] (4S)-4-[(1R)-1-hydroxyhexacosyl]-2,2-dimethyl-oxazolidine-3-carboxylate